FC=C(CF)F 1,2,3-trifluoropropene